tert-Butyl 3,3-difluoro-4-(1-methyl-1H-pyrazol-3-yl)-3,6-dihydropyridine-1(2H)-carboxylate FC1(CN(CC=C1C1=NN(C=C1)C)C(=O)OC(C)(C)C)F